(3R)-3-amino-5-[(4-chlorophenyl)methyl]-7-[5-[2-(1,1-dioxo-1,4-thiazinan-4-yl)-1,1-dimethyl-ethyl]-1,3,4-oxadiazol-2-yl]-8-fluoro-1,1-dioxo-2,3-dihydro-1λ6,5-benzothiazepin-4-one N[C@H]1CS(C2=C(N(C1=O)CC1=CC=C(C=C1)Cl)C=C(C(=C2)F)C=2OC(=NN2)C(CN2CCS(CC2)(=O)=O)(C)C)(=O)=O